3-Bromo-3'-chloro-2'-fluoro-[1,1'-biphenyl]-2-ol BrC1=C(C(=CC=C1)C1=C(C(=CC=C1)Cl)F)O